OC(COC=1C=C(C=2N(C1)N=CC2C#N)C=2C=NC(=CC2)N2CC1N(C(C2)C1)C(CC1CCOCC1)=O)(C)C 6-(2-hydroxy-2-methylpropoxy)-4-(6-(6-(2-(tetrahydro-2H-pyran-4-yl)acetyl)-3,6-diazabicyclo[3.1.1]heptan-3-yl)pyridin-3-yl)pyrazolo[1,5-a]pyridine-3-carbonitrile